2-[3-(5-fluoro-6-methyl-2-pyridyl)-1H-pyrazol-4-yl]-7-(5,6,7,8-tetrahydroimidazo[1,5-a]pyrazin-3-yl)-1,5-naphthyridine FC=1C=CC(=NC1C)C1=NNC=C1C1=NC2=CC(=CN=C2C=C1)C1=NC=C2N1CCNC2